ClC=1C(=NC(=NC1)C)CN 1-(5-chloro-2-methylpyrimidin-4-yl)methanamine